ClC=1C2=C(N=C(N1)C1=CC=NC=C1)C=NC=C2 C4-chloro-2-(pyridin-4-yl)pyrido[3,4-d]pyrimidine